(2r,3s,4r,5r,6s)-2-hydroxy-6-methyltetrahydro-2H-pyran-3,4,5-triyltri(2-methylpropionate) O[C@@H]1O[C@H]([C@H]([C@H]([C@H]1C(C(=O)[O-])(C)C)C(C(=O)[O-])(C)C)C(C(=O)[O-])(C)C)C